C(C)(C)(C)P(Cl)C(C)(C)C di-tert-butylchlorophosphine